ClC1=C2N=C(C=NC2=CC=C1OC=1C=CC2=C(N(C(=N2)C)COCC[Si](C)(C)C)C1)C=1C=NN(C1)CC1CS(CC1)(=O)=O 2-[[6-[5-chloro-3-[1-[(1,1-dioxothiolan-3-yl)methyl]pyrazol-4-yl]quinoxalin-6-yl]oxy-2-methyl-benzimidazol-1-yl]methoxy]ethyl-trimethyl-silane